OC1CC2(C1)OCCN(C2)C(=O)OC(C)(C)C tert-butyl 2-hydroxy-5-oxa-8-azaspiro[3.5]nonane-8-carboxylate